C(C)(C)(C)C1=C(C(=C(C=C1)C1=C(C(=C(C(=C1[2H])[2H])[2H])[2H])[2H])NC1=C(C=CC=C1)[N+](=O)[O-])C1=C(C(=C(C(=C1[2H])[2H])[2H])[2H])[2H] (tert-Butyl)-N-(2-nitrophenyl)-[1,1':3',1''-terphenyl]-2,2'',3,3'',4,4'',5,5'',6,6''-d10-2'-amine